(3S)-N-((1R,2R,4S)-7-cyano-7-azabicyclo[2.2.1]heptan-2-yl)-1-(6-methoxy-2-pyridinyl)-3-pyrrolidinecarboxamide C(#N)N1[C@H]2[C@@H](C[C@@H]1CC2)NC(=O)[C@@H]2CN(CC2)C2=NC(=CC=C2)OC